Diphenyl-Phosphinobenzonitrile C1(=CC=CC=C1)C1=C(C(=C(C#N)C=C1)P)C1=CC=CC=C1